C(C)(C)(C)N(C(O)=O)[C@@H](C1CCC(CC1)(F)F)C=1N=C2N(N=CC(=C2)[C@@H](C(F)F)NCC(CN)(F)F)C1.N[C@@](CCCNC(N)=N)(C(=O)O)[2H] Arginine-2-d tert-butyl-((S)-(7-((S)-1-((3-amino-2,2-difluoropropyl)amino)-2,2-difluoroethyl)imidazo[1,2-b]pyridazin-2-yl)(4,4-difluorocyclohexyl)methyl)carbamate